n-butyl 4,4-bis(t-butylperoxy) valerate CCCCOC(=O)CCC(C)(OOC(C)(C)C)OOC(C)(C)C